(2-isopropoxyphenylmethylene)ruthenium C(C)(C)OC1=C(C=CC=C1)C=[Ru]